(S)-4-((2-((5-fluoropyridin-3-yl)oxy)ethyl)(4-(5,6,7,8-tetrahydro-1,8-naphthyridin-2-yl)butyl)amino)-2-((1-methyl-1H-pyrazol-5-yl)amino)butanoic acid FC=1C=C(C=NC1)OCCN(CC[C@@H](C(=O)O)NC1=CC=NN1C)CCCCC1=NC=2NCCCC2C=C1